C(C1=CC=CC=C1)C1=C2NC=NC2=NC=N1 L-6-Benzylpurine